COC(=O)C1(CC1)C(NC1=CC=C(C=C1)F)=O 1-((4-fluorophenyl)carbamoyl)cyclopropane-1-carboxylic acid methyl ester